BrC=1C=C(C(=NC1C)CN1CCC(CC1)C(=O)OC)C methyl 1-((5-bromo-3,6-dimethylpyridin-2-yl)methyl)piperidine-4-carboxylate